C(C=CC1=CC=CC=C1)(=O)NO cinnamhydroxamic acid